NC1=C2N=C(N(C2=NC=N1)CCCNS(=O)(=O)CC(C)C)SC1=CC2=C(OCO2)C=C1I 2-Methyl-propane-1-sulfonic acid {3-[6-amino-8-(6-iodo-benzo[1,3]dioxol-5-ylsulfanyl)-purin-9-yl]-propyl}-amide